C1(CC1)N(C1=CC2=C(C=N1)C(=NN2C)C=2C(=C(C(=C(C2)C(F)(F)F)F)O)F)C 3-(6-(Cyclopropyl(methyl)amino)-1-methyl-1H-pyrazolo[4,3-c]pyridin-3-yl)-2,6-difluoro-5-(trifluoromethyl)phenol